1-(4-((1R,2S)-4,4-difluoro-2-(4-fluorophenyl)-6-hydroxy-1,2,3,4-tetrahydronaphthalen-1-yl)phenyl)piperidine-4-carbaldehyde FC1(C[C@@H]([C@@H](C2=CC=C(C=C12)O)C1=CC=C(C=C1)N1CCC(CC1)C=O)C1=CC=C(C=C1)F)F